OC=1C=C(C=CC1O)CC1CCC(=O)O1 5-(3',4'-dihydroxyphenyl)-gamma-valerolactone